(6R,8aS)-6-(8-amino-5-chloro-1-{4-[(1S)-1-(3-cyclopropylphenyl)-1-hydroxyethyl]phenyl}imidazo[1,5-a]pyrazin-3-yl)hexahydroindolizin-3(2H)-one NC=1C=2N(C(=CN1)Cl)C(=NC2C2=CC=C(C=C2)[C@](C)(O)C2=CC(=CC=C2)C2CC2)[C@H]2CN1C(CC[C@@H]1CC2)=O